CC1=NC2=C(N1C1=CC=CC3=CC=CC=C13)C=CC=C2 (S)-2-Methyl-1-(naphthalene-1-yl)-1H-benzo[d]imidazole